COP(=O)(OC)C1CCC(CC1)N1C(OC2(C1)CCN(CC2)C(=O)OC(C)(C)C)=O tert-butyl 3-((1s,4s)-4-(dimethoxyphosphoryl)cyclohexyl)-2-oxo-1-oxa-3,8-diazaspiro[4.5]decane-8-carboxylate